ClC1=CC(=C(C=C1)C1=NC(=CC=2N=C(N(C(C21)=O)CC)C)N2C[C@@H](OCC2)C2=NOC(=N2)C)F 5-(4-chloro-2-fluorophenyl)-3-ethyl-2-methyl-7-((2R)-2-(5-methyl-1,2,4-oxadiazol-3-yl)-4-morpholinyl)pyrido[4,3-d]pyrimidin-4(3H)-one